C(N)(OC1(C(C1)C(C)(C)C)C1=CC(=C(C=C1)C(CBr)=O)F)=O (tert-butyl 1-(4-(2-bromoacetyl)-3-fluorophenyl) cyclopropyl) carbamate